2-methoxyisonicotinaldehyde COC=1C=C(C=O)C=CN1